6-[8-(1,3-benzothiazol-2-ylcarbamoyl)-3,4-dihydroisoquinolin-2(1H)-yl]-3-(1-benzyl-5-carboxy-2-methyl-1H-pyrrol-3-yl)pyridine-2-carboxylic acid S1C(=NC2=C1C=CC=C2)NC(=O)C=2C=CC=C1CCN(CC21)C2=CC=C(C(=N2)C(=O)O)C2=C(N(C(=C2)C(=O)O)CC2=CC=CC=C2)C